3-[6-(5-benzyl-pyrimidin-2-yl)-2,6-diazaspiro[3.3]hept-2-yl]-6-(1-methyl-1H-pyrazol-4-yl)pyrazolo[1,5-a]pyridine C(C1=CC=CC=C1)C=1C=NC(=NC1)N1CC2(CN(C2)C=2C=NN3C2C=CC(=C3)C=3C=NN(C3)C)C1